FC=1C=C(C=C(C1F)F)C=1C(=CC=CC1)C#N 3',4',5'-trifluoro[1,1'-biphenyl]-2-carbonitrile